3-dodecyl-1-(1,2,2,6,6-pentamethyl-4-piperidyl)pyrrolidine C(CCCCCCCCCCC)C1CN(CC1)C1CC(N(C(C1)(C)C)C)(C)C